[Si](C)(C)(C(C)(C)C)OCC1=NC(=CC=C1C=1C=2N(C(=NC1)NCC1=C(C=CC3=C1CCO3)F)C=NC2)C 8-(2-(((tert-butyldimethylsilyl)oxy)methyl)-6-methylpyridin-3-yl)-N-((5-fluoro-2,3-dihydrobenzofuran-4-yl)methyl)imidazo[1,5-c]pyrimidin-5-amine